3-chloro-6-phenyl-1,2-benzothiazole-1,1-dioxide ClC1=NS(C2=C1C=CC(=C2)C2=CC=CC=C2)(=O)=O